ClC=1C=CC(=C(C1)O)C1=C2C(=C(N=N1)NC[C@]1(COCC1)F)C=NC=C2 (R)-5-chloro-2-(4-(((3-fluorotetrahydrofuran-3-yl)methyl)amino)pyrido[3,4-d]pyridazin-1-yl)phenol